tert-butyl (2S,5R)-5-(4-(6-chloro-3-((1-(4-fluorobenzoyl)-4-hydroxypiperidin-4-yl)methyl)-4-oxo-3,4-dihydro-7H-pyrrolo[2,3-d]pyrimidin-7-yl)phenyl)-2-ethylmorpholine-4-carboxylate ClC1=CC2=C(N=CN(C2=O)CC2(CCN(CC2)C(C2=CC=C(C=C2)F)=O)O)N1C1=CC=C(C=C1)[C@@H]1CO[C@H](CN1C(=O)OC(C)(C)C)CC